1-((E)-4-(3-fluoroazetidin-1-yl)-4-oxobut-2-en-1-yl)-N-methylpyrrolidine-3-carboxamide FC1CN(C1)C(/C=C/CN1CC(CC1)C(=O)NC)=O